methyl 5-{2-[5-fluoro-2-(5-methoxyquinoline-8-sulfonamido)phenyl]ethynyl}-3-methylpyridine-2-carboxylate FC=1C=CC(=C(C1)C#CC=1C=C(C(=NC1)C(=O)OC)C)NS(=O)(=O)C=1C=CC(=C2C=CC=NC12)OC